ClC=1C=C2C(=C(C=NC2=CC1)C1CCS(CC1)(=O)=O)NC1=C(C(=O)OC)C=CC=C1 methyl 2-[[6-chloro-3-(1,1-dioxothian-4-yl)-4-quinolyl]amino]benzoate